ClC1=CC=C(CN2C=3N(C4=C(C2=O)CN(CC4)CC4=CC=CC=C4)N=CC3)C=C1 4-(4-chlorobenzyl)-7-benzyl-6,7,8,9-tetrahydropyrazolo[1,5-a]pyrido[3,4-e]pyrimidine-5(4H)-one